(cis-3-(((4-fluorobenzyl)oxy)methyl)cyclobutyl)carbamic acid tert-butyl ester C(C)(C)(C)OC(N[C@@H]1C[C@@H](C1)COCC1=CC=C(C=C1)F)=O